FC=1C=C(C=NC1)[C@H](CNC(C)(C)C1CCC(CC1)C(=O)OC)O methyl (1S,4s)-4-(2-(((R)-2-(5-fluoropyridin-3-yl)-2-hydroxyethyl)-amino)propan-2-yl)cyclohexane-1-carboxylate